[SiH3]OC#C siloxyacetylene